3-(3-(((tert-butoxycarbonyl)amino)methyl)phenyl)thiazol C(C)(C)(C)OC(=O)NCC=1C=C(C=CC1)N1CSC=C1